C(C(=C)C)(=O)OCCCCCCCCCCCCOC(C(=C)C)=O dodecane-1,12-diyl dimethacrylate